BrC1=CC=C(N(C2=CC=C(C=C2)C2CCCCC2)C2=CC=C(C=C2)Br)C=C1 4-bromo-N-(4-bromophenyl)-N-(4-cyclohexylphenyl)aniline